1-(3-methoxyphenyl)-3-(3-methyl-4-phenoxyphenyl)-1,3,5-triazinane-2,4,6-trione COC=1C=C(C=CC1)N1C(N(C(NC1=O)=O)C1=CC(=C(C=C1)OC1=CC=CC=C1)C)=O